(3s,4S)-tert-butyl 4-amino-3-fluoropiperidine-1-carboxylate N[C@@H]1[C@H](CN(CC1)C(=O)OC(C)(C)C)F